3-hydroxyethyl-3-phenyloxetane OCCC1(COC1)C1=CC=CC=C1